D-(+)-turanose C1[C@H]([C@H]([C@@H](C(O1)(CO)O)O[C@@H]2[C@@H]([C@H]([C@@H]([C@H](O2)CO)O)O)O)O)O